NC=1C=C(C=C(C1)C(F)(F)F)[C@@H](C)NC=1C2=C(N=C(N1)C)C=NC(=N2)OCC (R)-N-(1-(3-amino-5-(trifluoromethyl)phenyl)ethyl)-6-ethoxy-2-methylpyrimidino[5,4-d]pyrimidin-4-amine